2-(2-(2-(2-(4-(N,N-bis(4-methoxybenzyl)sulfamoyl)-1H-pyrazol-1-yl)-2-methylpropoxy)pyridin-4-yl)-6-isopropyl-4-(methoxymethyl)phenyl)-acetic acid tert-butyl ester C(C)(C)(C)OC(CC1=C(C=C(C=C1C(C)C)COC)C1=CC(=NC=C1)OCC(C)(C)N1N=CC(=C1)S(N(CC1=CC=C(C=C1)OC)CC1=CC=C(C=C1)OC)(=O)=O)=O